1-acryloyloxy-3-Propyl alcohol C(C=C)(=O)OCCCO